ClC=1C=CC(=C(C1)CC(=O)OC)S(N[C@@H]([C@H](C)C1=C(C(=CC=C1F)C)C)C=1N=NNN1)(=O)=O methyl 2-(5-chloro-2-(N-((1S,2R)-2-(6-fluoro-2,3-dimethylphenyl)-1-(2H-tetrazol-5-yl)propyl)sulfamoyl)phenyl)acetate